1-(3,5-dichloro-2-hydroxybenzoyl)-3-methyl-1,2,3,6-tetrahydropyridin ClC=1C(=C(C(=O)N2CC(C=CC2)C)C=C(C1)Cl)O